1-(4-hydroxypiperidin-1-yl)prop-2-en-1-one OC1CCN(CC1)C(C=C)=O